C1N(CC2=CC=CC=C12)C=1N=C2N(C(C1C#N)=O)C=C(C=C2[C@@H](C)NC2=CC=CC=C2)C (R)-2-(isoindolin-2-yl)-7-methyl-4-oxo-9-(1-(phenylamino)ethyl)-4H-pyrido[1,2-a]pyrimidine-3-carbonitrile